(2s,3R)-3-amino-1-(4-((6-amino-9H-purin-9-yl)methyl)-6-(3,4-difluorophenyl)pyridin-3-yl)-N-methylpiperidine-2-carboxamide N[C@H]1[C@H](N(CCC1)C=1C=NC(=CC1CN1C2=NC=NC(=C2N=C1)N)C1=CC(=C(C=C1)F)F)C(=O)NC